2-bromo-5-(4-fluorophenoxy)pyridine BrC1=NC=C(C=C1)OC1=CC=C(C=C1)F